CC(C)(C(C)C)NC1CN(CC1)C1=CC=C(N=N1)C1=CC2=C(N=C(O2)C)C=C1O 6-(6-{3-[(2,3-dimethylbutan-2-yl)amino]pyrrolidin-1-yl}pyridazin-3-yl)-2-methyl-1,3-benzoxazol-5-ol